CN(C1=CC(=CC=C1)C1CCC(CC1)N1CCC(CC1)C1=NC(=NC=C1)N1[C@H]2CN(C[C@@H]1CC2)C2=C(N=NC(=C2)C2=C(C=CC=C2)O)N)[C@@H]2C(NC(CC2)=O)=O (3S)-3-[N-methyl-3-[4-[4-[2-[(1R,5S)-3-[3-amino-6-(2-hydroxyphenyl)pyridazin-4-yl]-3,8-diazabicyclo[3.2.1]octan-8-yl]pyrimidin-4-yl]-1-piperidyl]cyclohexyl]anilino]piperidine-2,6-dione